(5S,8R)-4-(2,4-difluorophenyl)-5,6,7,8-tetrahydro-5,8-epoxyquinoline-2-carbonitrile FC1=C(C=CC(=C1)F)C1=CC(=NC=2[C@H]3CC[C@@H](C12)O3)C#N